F[C@H]1C[C@H](N2N=C(N=C21)S(=O)(=O)[C@@H]2C[C@H](C2)C#N)C2=CC=CC=C2 trans-3-[[(5S,7S)-7-fluoro-5-phenyl-6,7-dihydro-5H-pyrrolo[1,2-b][1,2,4]triazol-2-yl]sulfonyl]cyclobutanecarbonitrile